(2-hydroxycyclopentyl)-6-(4-{[(2-methoxyphenyl)formamido]methyl}phenyl)-1H-indazole-7-carboxamide OC1C(CCC1)N1N=CC2=CC=C(C(=C12)C(=O)N)C1=CC=C(C=C1)CNC(=O)C1=C(C=CC=C1)OC